CC=1C(=C(C(=NC1CC)C(=O)OCC)C1=CC=CC=C1)C(=O)[O-] Ethyl 5-Methylcarboxylato-6-ethyl-3-phenylpyridine-2-carboxylate